CC=1SC(=CN1)N1N=C(C=C1)CC(=O)O 2-[1-(2-methyl-1,3-thiazol-5-yl)-1H-pyrazol-3-yl]acetic acid